ClC1=CC=C(C(=N1)C(=O)OC)O[C@H](C)C=1C=C(C=C2C(C(=C(OC12)C=1C=NN(C1)C)C)=O)C methyl 6-Chloro-3-[(1R)-1-[3,6-dimethyl-2-(1-methylpyrazol-4-yl)-4-oxo-chromen-8-yl]ethoxy]pyridine-2-carboxylate